N-(2,4-difluoro-3-iodophenyl)propane-1-sulfonamide FC1=C(C=CC(=C1I)F)NS(=O)(=O)CCC